CCCCC/C=C\C/C=C\C/C=C\CCCCCCC(=O)OC[C@H](COP(=O)(O)OC[C@@H](C(=O)O)N)OC(=O)CCC/C=C\C/C=C\C/C=C\C/C=C\CCCCC 1-(8Z,11Z,14Z-eicosatrienoyl)-2-(5Z,8Z,11Z,14Z-eicosatetraenoyl)-glycero-3-phosphoserine